COC=1C=C(C(=O)NC2CC3(C2)CCNCC3)C=CC1 3-methoxy-N-(7-azaspiro[3.5]nonan-2-yl)benzamide